(1S,2S)-2-((6-(4-((6-cyclopropylpyrazin-2-yl)amino)-3-methylisoxazol-5-yl)-2-methylpyridin-3-yl)carbamoyl)cyclohexane-1-carboxylic acid C1(CC1)C1=CN=CC(=N1)NC=1C(=NOC1C1=CC=C(C(=N1)C)NC(=O)[C@@H]1[C@H](CCCC1)C(=O)O)C